2,3-Diamino-6,7-dihydro-1H,5H-pyrazolo[1,2-a]pyrazol-1-one NC1=C(N2N(CCC2)C1=O)N